4-hydroxy-3,5-dimethyl-benzonitrile OC1=C(C=C(C#N)C=C1C)C